3-amino-N-(3,4-dichlorophenyl)-6,7,8,9-tetrahydro-5H-6,9-epiminocyclohepta[c]pyridine-10-carboxamide NC1=CC2=C(C=N1)C1CCC(C2)N1C(=O)NC1=CC(=C(C=C1)Cl)Cl